ClC1=C(C=CC(=C1)OCC=1C(=NOC1C1CC1)C1=C(C=CC=C1Cl)Cl)C1(CN(C1)C1=NC(=C(C(=O)O)C=C1)C)O 6-(3-(2-chloro-4-((5-cyclopropyl-3-(2,6-dichlorophenyl)isoxazol-4-yl)methoxy)phenyl)-3-hydroxyazetidin-1-yl)-2-methylnicotinic acid